C(C)C1=C2C(=C(C(N(C2=CC=C1)C)=O)C(=O)O)O 5-ethyl-4-hydroxy-1-methyl-2-oxo-1,2-dihydroquinoline-3-carboxylic acid